Benzyl-(1,3-dioxo-1,3-dihydro-isoindol-2-yl)-carbamic acid benzotriazol-1-ylester N1(N=NC2=C1C=CC=C2)OC(N(N2C(C1=CC=CC=C1C2=O)=O)CC2=CC=CC=C2)=O